CN1C(=NC2=C(C=C(C=C2C1=O)C)C(C)NC1=C(C(=O)O)C=CC=C1)N1CC2(C1)CCCCC2 2-((1-(3,6-dimethyl-4-oxo-2-(2-azaspiro[3.5]non-2-yl)-3,4-dihydroquinazolin-8-yl)ethyl)amino)benzoic acid